1-(7-chloro-8-fluoro-5-methyl-2-(methylthio)pyrido[4,3-d]pyrimidin-4-yl)-3-methylazetidin-3-ol ClC1=C(C=2N=C(N=C(C2C(=N1)C)N1CC(C1)(O)C)SC)F